tert-butyl 4-formyl-4-methoxypiperidine-1-carboxylate C(=O)C1(CCN(CC1)C(=O)OC(C)(C)C)OC